tert-butyl (2R,3S,4S)-4-[(tert-butoxycarbonyl)oxy]-2-[(4-methoxyphenyl)methyl]-3-{[(2H-pyrazol-3-ylmethyl)carbamoyl]oxy}pyrrolidine-1-carboxylate C(C)(C)(C)OC(=O)O[C@@H]1[C@H]([C@H](N(C1)C(=O)OC(C)(C)C)CC1=CC=C(C=C1)OC)OC(NCC=1NN=CC1)=O